[1,8]naphthyridine-6-carboxylic acid N1=CC=CC2=CC(=CN=C12)C(=O)O